tert-butyl ((5S)-9-fluoro-6-methyl-5,6-dihydro-4H-pyrrolo[3,2,1-ij]quinolin-5-yl)(methyl)carbamate FC1=CC=C2C([C@@H](CN3C2=C1C=C3)N(C(OC(C)(C)C)=O)C)C